ClCC(=O)C1=CC2=C(N(C(N2C)=O)C)C=C1 5-(2-chloroacetyl)-1,3-dimethyl-1,3-dihydro-2H-benzo[d]imidazol-2-one